N,N'-di-[2-(p-ethylbenzenesulfonyloxy)phenyl]urea C(C)C1=CC=C(C=C1)S(=O)(=O)OC1=C(C=CC=C1)NC(=O)NC1=C(C=CC=C1)OS(=O)(=O)C1=CC=C(C=C1)CC